C(C)(=O)OC=CCCCCCCC=CCC dodecen-9-en-1-yl acetate